ClC1=C(C(=NC(=N1)C)N1CCC(CC1)OC=1C=C2C=NN(C2=CC1)C)C 5-((1-(6-chloro-2,5-dimethylpyrimidin-4-yl)piperidin-4-yl)oxy)-1-methyl-1H-indazole